C(=O)C1=CC=C(C(=O)NCC=2C=NN(C2)C)C=C1 4-Formyl-N-[(1-methyl-1H-pyrazol-4-yl)methyl]benzamide